3-{2-(tert-Butoxycarbonyl)-3-[(tert-butoxycarbonyl)oxy]-4-[(Z)-2-(4,4,5,5-tetramethyl-1,3,2-dioxaborolan-2-yl)vinyl]phenoxy}azetidine-1-carboxylic acid benzyl ester C(C1=CC=CC=C1)OC(=O)N1CC(C1)OC1=C(C(=C(C=C1)\C=C/B1OC(C(O1)(C)C)(C)C)OC(=O)OC(C)(C)C)C(=O)OC(C)(C)C